C(#N)[C@H]1[C@@H](CCC1)N1N=C(C(=C1)C(=O)N)NC1=CC2=C(CB(O2)O)C=C1 1-(trans-2-cyanocyclopentyl)-3-[(2-hydroxy-1,2-benzoxaborole-6-yl)amino]pyrazole-4-carboxamide